N-methyl-3-[1-(2-oxo-1,3-dihydrobenzimidazol-5-yl)benzimidazol-2-yl]propanamide CNC(CCC1=NC2=C(N1C1=CC3=C(NC(N3)=O)C=C1)C=CC=C2)=O